5-(2,4,5-trifluoro-3-methoxyphenyl)furan-3-carboxylic acid FC1=C(C=C(C(=C1OC)F)F)C1=CC(=CO1)C(=O)O